4-(2-(2-methoxyethylethyl)ethyl)piperazine COCCC(C)CCN1CCNCC1